S1C(=NC2=C1C=CC=C2)OC2=CC=C(C=C2)CCC(C)N2C(CCC2)C(=O)O 1-{4-[4-(1,3-benzothiazol-2-yloxy)phenyl]butan-2-yl}pyrrolidine-2-carboxylic acid